N-[2-[[(2S)-2-amino-3-hydroxypropanoyl]amino]ethyl]-4-[[3-(2,3-difluoro-4-methoxyphenyl)imidazo[1,2-a]pyrazin-8-yl]amino]-2-ethylbenzamide N[C@H](C(=O)NCCNC(C1=C(C=C(C=C1)NC=1C=2N(C=CN1)C(=CN2)C2=C(C(=C(C=C2)OC)F)F)CC)=O)CO